[C@@H]12N(C[C@@H](NC1)C2)C2=C(C=CC(=C2F)C2=C(C=NC=C2)C#N)C=2C(=NC(=NC2)C2=C(C=CC=C2OC)F)C(=O)N (2-((1S,4S)-2,5-diazabicyclo[2.2.1]hept-2-yl)-4-(3-cyanopyridin-4-yl)-3-fluorophenyl)-2-(2-fluoro-6-methoxyphenyl)pyrimidine-4-carboxamide